C(C1=CC=CC=C1)C=1C(=C(NC1)Cl)S(=O)(=O)NC1=C(C=C(C=C1)C#N)F 4-benzyl-2-chloro-N-(4-cyano-2-fluoro-phenyl)-1H-pyrrole-3-sulfonamide